12-mercaptododecyl-phosphonic acid SCCCCCCCCCCCCP(O)(O)=O